3-cyclopropyl-1-(3,4-dichlorophenyl)-7-(2-(3-fluoropyrrolidin-1-yl)-2-oxoethyl)imidazo[1,5-a]pyrazin-8(7H)-one C1(CC1)C1=NC(=C2N1C=CN(C2=O)CC(=O)N2CC(CC2)F)C2=CC(=C(C=C2)Cl)Cl